S(=O)(=O)(O)C(CO)CO.[Na] sodium 2-sulfo-1,3-propanediol